C(C1=CC=CC=C1)OC(CCCCCCCCCC)O (benzyloxy)undecan-1-ol